1-(4-chlorophenyl)-2-phenylethane-1,2-dione ClC1=CC=C(C=C1)C(C(=O)C1=CC=CC=C1)=O